(3-bromo-4-fluoro-2-(methylamino)phenyl)glycine ethyl ester C(C)OC(CNC1=C(C(=C(C=C1)F)Br)NC)=O